(S)-N-(5-(2-amino-[1,2,4]triazolo[1,5-a]pyridin-6-yl)-2-methylpyridin-3-yl)-3-(4-methoxyphenyl)isooxazolidine-2-carboxamide NC1=NN2C(C=CC(=C2)C=2C=C(C(=NC2)C)NC(=O)N2OCC[C@H]2C2=CC=C(C=C2)OC)=N1